3-amino-4-[4-[4-[3-aminopropyl(methyl)carbamoyl]phenyl]-1,4-diazepan-1-yl]thieno[2,3-b]pyridine NC1=CSC2=NC=CC(=C21)N2CCN(CCC2)C2=CC=C(C=C2)C(N(C)CCCN)=O